CN(C(CN1N=CC2=NC=C(C=C21)C=2SC(=CC2)C(F)(F)F)=O)C N,N-Dimethyl-2-[6-[5-(trifluoromethyl)-2-thienyl]pyrazolo[4,3-b]pyridin-1-yl]acetamide